NC=1C=C2CCN(CC2=CC1Cl)C(C(F)(F)F)=O 1-(6-Amino-7-chloro-3,4-dihydroisoquinolin-2(1H)-yl)-2,2,2-trifluoroethanone